BrC1=C(N)C(=CC=C1C(F)(F)F)OC(C)C 2-bromo-6-isopropoxy-3-(trifluoromethyl)aniline